tert-butyl 3-((3-(4-acrylamidobenzamido)phenyl)amino)-5-ethyl-1H-pyrazole-1-carboxylate C(C=C)(=O)NC1=CC=C(C(=O)NC=2C=C(C=CC2)NC2=NN(C(=C2)CC)C(=O)OC(C)(C)C)C=C1